1-(5-amino-2-methyl-phenyl)-N4-methyl-terephthalamide NC=1C=CC(=C(C1)C1(C(=O)N)CC=C(C(=O)NC)C=C1)C